CC1=NOC(=C1C=1C=C(C=CC1OCCN1CC2N(CC1)C(OC2)=O)NC(=O)C2CC2)C N-[3-(3,5-dimethylisoxazol-4-yl)-4-[2-(3-oxo-5,6,8,8a-tetrahydro-1H-oxazolo[3,4-a]pyrazin-7-yl)ethoxy]phenyl]cyclopropanecarboxamide